(R)-6-(2-Hydroxy-2-(3-(2-(trifluoromethyl)pyridin-4-yl)phenyl)acetyl)-2-(1-(3-isopropylphenyl)cyclopropyl)-3,5,6,7,8,9-hexahydro-4H-pyrimido[5,4-c]azepin-4-one O[C@@H](C(=O)N1CC2=C(CCC1)N=C(NC2=O)C2(CC2)C2=CC(=CC=C2)C(C)C)C2=CC(=CC=C2)C2=CC(=NC=C2)C(F)(F)F